4-[(5-Bromo-1-trityl-1H-indazol-3-yl)carbamoyl]piperidine-1-carboxylic acid tert-butyl ester C(C)(C)(C)OC(=O)N1CCC(CC1)C(NC1=NN(C2=CC=C(C=C12)Br)C(C1=CC=CC=C1)(C1=CC=CC=C1)C1=CC=CC=C1)=O